FC([C@H](CNC(=O)C=1C(N(N=C(C1)C1=CC=C(C=C1)C(F)(F)F)C=1C=NN(C1)C)=O)O)F N-[(2S)-3,3-difluoro-2-hydroxypropyl]-2-(1-methyl-1H-pyrazol-4-yl)-3-oxo-6-[4-(trifluoromethyl)-phenyl]-2,3-dihydropyridazine-4-carboxamide